4-[7-fluoro-2-(2-trimethylsilylethoxymethyl)indazol-5-yl]piperazine-1-carboxylic acid tert-butyl ester C(C)(C)(C)OC(=O)N1CCN(CC1)C1=CC2=CN(N=C2C(=C1)F)COCC[Si](C)(C)C